C(C)(C)(C)[Si](OC[C@H]1OC=C[C@H](C1)CCC1=CC=CC=C1)(C)C tert-butyl(dimethyl)[[(2s,4s)-4-(2-phenylethyl)-3,4-dihydro-2h-pyran-2-yl]methoxy]silane